NC1CCN(CC1)C1=NC(=C(C2=C1C(NC2)=O)C=2C=C1C=NN(C1=CC2F)CC(C)(C)O)C2=CC(=C(C#N)C=C2)F 4-(4-(4-aminopiperidin-1-yl)-7-(6-fluoro-1-(2-hydroxy-2-methylpropyl)-1H-indazol-5-yl)-3-oxo-2,3-dihydro-1H-pyrrolo[3,4-c]pyridin-6-yl)-2-fluorobenzonitrile